ClC=1C=C(C=NC1OC1CCOCC1)C1=C2CC[C@@H](C2=C(C=C1)F)O (S)-4-(5-chloro-6-((tetrahydro-2H-pyran-4-yl)oxy)pyridin-3-yl)-7-fluoro-2,3-dihydro-1H-inden-1-ol